NC(CO)(CO)CO.ClC=1C(=CC2=C(N(C(O2)=O)CCC(=O)O)C1)OC(C)C1=NC=CC=C1 3-(5-chloro-2-oxo-6-(1-(pyridin-2-yl)ethoxy)benzo[d]oxazol-3(2H)-yl)propanoic acid 2-amino-2-(hydroxymethyl)-1,3-propanediol salt